ClC1=C(C=CC=C1)C(CC(=O)OC)=O methyl 3-(2-chlorophenyl)-3-oxopropanoate